NC=1C(=NC(=C(N1)C=1OC=CN1)C=1C=CC=2N(C1)C(=CN2)C(F)(F)F)C(=O)NCC2N(CCC2)C 3-amino-N-((1-methylpyrrolidin-2-yl)methyl)-5-(oxazol-2-yl)-6-(3-(trifluoro-methyl)imidazo[1,2-a]pyridin-6-yl)pyrazine-2-carboxamide